(S)-quinuclidin-3-yl (7-(2,5-difluorophenyl)-1,2,3,4-tetrahydronaphthalen-1-yl)carbamate FC1=C(C=C(C=C1)F)C1=CC=C2CCCC(C2=C1)NC(O[C@@H]1CN2CCC1CC2)=O